(E)-1-(2,4-Dihydroxy-6-methoxyphenyl)-3-(3-methoxyphenyl)prop-2-en-1-one OC1=C(C(=CC(=C1)O)OC)C(\C=C\C1=CC(=CC=C1)OC)=O